OB1OC2=C(C[C@@H]1NC(C(C1=CC=C(C=C1)P(=O)(O)O)NC(=O)N1C(CCC1)=O)=O)C=CC=C2C(=O)O (3R)-2-hydroxy-3-(2-(2-oxopyrrolidine-1-carboxamido)-2-(4-phosphonophenyl)acetamido)-3,4-dihydro-2H-benzo[e][1,2]oxaborinine-8-carboxylic acid